O1CCN(CC1)CC1=CC(=NC(=C1)NC=1SC(=CN1)C=1N=NN(N1)C1=CC=CC=C1)O[C@@H]1CN(CCC1)C(C=C)=O (S)-1-(3-((4-(morpholinomethyl)-6-((5-(2-phenyl-2H-tetrazol-5-yl)thiazol-2-yl)amino)pyridin-2-yl)oxy)piperidin-1-yl)prop-2-en-1-one